N1C=NC2=C1C=C(C=C2)C(=O)[O-] 1H-benzo[d]Imidazole-6-carboxylate